OC(C(=O)C1=C(C=CC=C1)C1=C2C(CC(C2=CC=C1C(C(C)C)=O)C)(C)C)(C)C 1-[4-[(2-hydroxy-2-methyl-propionyl)-phenyl]-1,3,3-trimethyl-indan-5-yl]-2-methyl-propan-1-one